[Cl-].[Cl-].C(C)(C)=[Zr+2](C1=C(C=CC=2C3=CC=C(C=C3CC12)C(C)(C)C)C(C)(C)C)C1C=CC=C1 isopropylidene(cyclopentadienyl)(2,7-di-tert-butylfluorenyl)zirconium dichloride